3,5-diaminofurazan NC=1NON(C1)N